(R)-3-(tert-butyl)-N-(1-(4-(6-methoxy-7-(piperazin-1-yl)-9H-pyrimido[4,5-b]indol-4-yl)-2-methylphenyl)ethyl)-1,2,4-oxadiazole-5-carboxamide C(C)(C)(C)C1=NOC(=N1)C(=O)N[C@H](C)C1=C(C=C(C=C1)C1=NC=NC=2NC3=CC(=C(C=C3C21)OC)N2CCNCC2)C